N1=C(C=CC2=CC=CC=C12)C(=O)N 2-quinolinamide